CN1C(C(C(C(=C1)C)=O)NC(N[C@@H](CC(=O)O)C=1C=C(C=CC1)C1=CC=C(C=C1)OC)=O)=O (S)-3-(3-(1,5-dimethyl-4-oxo-2-oxo-1,2-dihydropyridin-3-yl)ureido)-3-(4'-methoxybiphenyl-3-yl)propanoic acid